S(CCO)CCO 2,2'-thiobisethanol